C(C)(C)(C)O[C@H]1[C@@H](C[C@H]2N(CCC3=CC(=C(C=C23)OC)OCCOC2CC2)C1)O (2R,3R,11bR)-3-(tert-butoxy)-9-(2-cyclopropyloxyethoxy)-10-methoxy-1,3,4,6,7,11b-hexahydro-2H-pyrido[2,1-a]isoquinolin-2-ol